N[C@H]1CN(C[C@@H](C1)F)C(=O)C=1C=C(C=2N(C1)N=C(C2C)C=2N(C1=CC(=CC=C1C2)C2=CC=C(C=C2)NS(=O)(=O)C)CC2CC2)OC N-[4-(2-{6-[(3R,5R)-3-Amino-5-fluoropiperidine-1-carbonyl]-4-methoxy-3-methylpyrazolo[1,5-a]pyridin-2-yl}-1-(cyclopropylmethyl)-1H-indol-6-yl)phenyl]methanesulfonamide